(R)-3-amino-2-(((benzyloxy)carbonyl)amino)propionic acid phenyl ester C1(=CC=CC=C1)OC([C@@H](CN)NC(=O)OCC1=CC=CC=C1)=O